COC1=C(C=C(COCC(C)N2CC(=C3N2C2=C(C=N3)CCN2)C(=O)NC(=O)OC(C)(C)C)C=C1)N 1-(((4-methoxy-3-aminobenzyl)Oxy)propan-2-yl)-N-Boc-7,8-dihydro-6H-pyrazolo[1,5-a]pyrrolo[3,2-e]pyrimidine-3-carboxamide